COC1=NC=C(C=N1)OCC(=O)OC(C)(C)C tert-butyl 2-((2-methoxypyrimidin-5-yl)oxy)acetate